C(C)(C)(C)OC(NC1=CNC2=CC=C(C=C12)C=C)=O (5-vinyl-1H-indol-3-yl)carbamic acid tert-butyl ester